Pyridine-5-carbonyl chloride N1=CC=CC(=C1)C(=O)Cl